N-[(3R)-1-(2-methyl-4-{[(1R)-1-(3-nitrophenyl)ethyl]amino}pyrido[3,4-d]pyrimidin-6-yl)pyrrolidin-3-yl]acetamide CC=1N=C(C2=C(N1)C=NC(=C2)N2C[C@@H](CC2)NC(C)=O)N[C@H](C)C2=CC(=CC=C2)[N+](=O)[O-]